BrC1=CC2=C(N=C(N=C2)NC2=NC=C(C=C2)OCCN(CC)CC)N(C1=O)C1CCCC1 6-bromo-8-cyclopentyl-2-[5-(2-diethylamino-ethoxy)-pyridin-2-ylamino]-8H-pyrido[2,3-d]Pyrimidin-7-one